FC=1C=C(C(=O)N[C@@H]2CC[C@H](CC2)C(C)(C)O)C=CC1C1=NC=CC2=C1C=NN2CC2=CC=C(C=C2)OC 3-fluoro-N-[trans-4-(2-hydroxypropan-2-yl)cyclohexyl]-4-[1-(4-methoxybenzyl)-1H-pyrazolo[4,3-c]pyridin-4-yl]benzamide